2-((5-chloro-2-(1H-tetrazol-1-yl)phenyl)amino-2-oxoethyl)-N-(2-chloroacetyl)-O-methylhomoserinate ClC=1C=CC(=C(C1)NC(C[C@](NC(CCl)=O)(CCOC)C(=O)[O-])=O)N1N=NN=C1